(S)-3-(3-Cyano-4-fluorophenyl)-1-(8,9-difluoro-3-(2-hydroxyethyl)-6-oxo-1,2,3,4,5,6-hexahydrobenzo[c][1,7]naphthyridine-1-yl)-1-methylurea C(#N)C=1C=C(C=CC1F)NC(N(C)[C@H]1C=2C3=C(C(NC2CN(C1)CCO)=O)C=C(C(=C3)F)F)=O